9,9-bis(methoxymethyl)-3,6-dimethylfluorene COCC1(C2=CC=C(C=C2C=2C=C(C=CC12)C)C)COC